6-chloro-3-((1-(2-cyano-3-(3,3-difluoro-4-methylpyrrolidin-1-yl)-7-methylquinoxalin-5-yl)ethyl)amino)picolinic acid ClC1=CC=C(C(=N1)C(=O)O)NC(C)C1=C2N=C(C(=NC2=CC(=C1)C)C#N)N1CC(C(C1)C)(F)F